N,N'-(3-Fluoro-2'-hydroxy-3''-methyl-[1,1':3',1''-terphenyl]-4,4''-diyl)diacetamide FC=1C=C(C=CC1NC(C)=O)C1=C(C(=CC=C1)C1=CC(=C(C=C1)NC(C)=O)C)O